dimethyl-pyridinium hydroxide [OH-].CC1=[N+](C=CC=C1)C